ClC=1C=NC(=C(C(=O)NC2CCC(CC2)CN2C(N(C3=C2C=CC=C3)C=3C=NC(=CC3)N3CCC(CC3)OC)=O)C1)C 5-chloro-N-((1r,4r)-4-((3-(6-(4-methoxypiperidin-1-yl)pyridin-3-yl)-2-oxo-2,3-di-hydro-1H-benzo[d]imidazol-1-yl)methyl)cyclohexyl)-2-methylnicotinamide